ClC=1C(=C(C=CC1OCC1CC1)NC=1C2=C(N=CN1)C=CC(=N2)N2[C@@H]1CN([C@H](C2)CC1)C(=O)OC(C)(C)C)F (1S,4S)-tert-butyl 5-(4-((3-chloro-4-(cyclopropylmethoxy)-2-fluorophenyl)amino)pyrido[3,2-d]pyrimidin-6-yl)-2,5-diazabicyclo[2.2.2]octane-2-carboxylate